CC1C(C(CN1C(=O)OC(C)(C)C)C(=O)OCC)=O 1-(tert-butyl) 3-ethyl 5-methyl-4-oxopyrrolidine-1,3-dicarboxylate